(3R)-3-[[6-[7-methoxy-6-[1-(trifluoromethyl)cyclopropyl]imidazo[1,2-b]pyridazin-3-yl]-2-pyridinyl]amino]pyrrolidine-1-carboxylic acid tert-butyl ester C(C)(C)(C)OC(=O)N1C[C@@H](CC1)NC1=NC(=CC=C1)C1=CN=C2N1N=C(C(=C2)OC)C2(CC2)C(F)(F)F